NC1=C2C=NN(C2=C(C=C1)OC(F)(F)F)CC#N 2-(4-amino-7-(trifluoromethoxy)-1H-indazol-1-yl)acetonitrile